NCC=1SC=2CNCCC2N1 2-(aminomethyl)-6,7-dihydro-4H-thiazolo[5,4-c]pyridine